[N].CC=1C(=NC=CC1)C dimethyl-pyridine nitrogen